8-iodo-4,6-dimethylnonyl decyloxymethyl ether C(CCCCCCCCC)OCOCCCC(CC(CC(C)I)C)C